5-(2-(butanoyl)benzoyl)amino-3-(1-neopentylpiperidin-4-yl)pyrrolo[3,2-b]pyridine C(CCC)(=O)C1=C(C(=O)NC2=CC=C3C(=N2)C(=CN3)C3CCN(CC3)CC(C)(C)C)C=CC=C1